[(2R,3S,5R)-5-azido-6-(4-methylphenyl)sulfanyl-3-phenylmethoxyoxan-2-yl]methanol N(=[N+]=[N-])[C@@H]1C[C@@H]([C@H](OC1SC1=CC=C(C=C1)C)CO)OCC1=CC=CC=C1